14,17-Dihydroxydocosanoic acid OC(CCCCCCCCCCCCC(=O)O)CCC(CCCCC)O